2-{2-[(4-fluorophenyl)methyl]cyclopropyl}-7-methoxy[1,2,4]triazolo[1,5-c]quinazolin-5-amine FC1=CC=C(C=C1)CC1C(C1)C1=NN2C(=NC=3C(=CC=CC3C2=N1)OC)N